ClC1=C(C(=O)O)C=C(C(=C1)O)Cl 2,5-dichloro-4-hydroxybenzoic acid